C(C)(C)OC=1C=CC(=NC1)C1=NNC(=N1)NC1=NC=CC=C1C(F)(F)F N-(3-(5-isopropoxy-pyridin-2-yl)-1H-1,2,4-triazol-5-yl)-3-(trifluoromethyl)pyridin-2-amine